FC=1C=C(C=C(C1F)F)C=O 3,4,5-trifluorobenzene-1-carbaldehyde